C=1N=CN2C1C1=CC=CC=C1[C@H]2C2C(COCC2)O 4-((R)-5H-imidazo[5,1-a]isoindol-5-yl)-tetrahydro-2H-pyran-3-ol